N1=C(C=CC=C1)SSCCC(=O)NCCCCNC(CCSSC1=NC=CC=C1)=O 1,4-bis-(3'-[2-pyridyldithio]-propionylamino)butane